[SiH2](C#C)C#C (silylene)diacetylene